CC1(C(N(C2=NC=CC(=C21)C2=CN(C1=CC=CC=C21)C2(CCC2)CC#N)C2OCCCC2)=O)C 2-[1-[3-(3,3-dimethyl-2-oxo-1-tetrahydropyran-2-yl-pyrrolo[2,3-b]pyridin-4-yl)indol-1-yl]cyclobutyl]acetonitrile